Cl.C1N(CC12CCNCC2)C2=NN=C(S2)C2=CC(=C(C(=O)N(C)C)C=C2)Cl 4-(5-(2,7-diazaspiro[3.5]nonan-2-yl)-1,3,4-thiadiazol-2-yl)-2-chloro-N,N-dimethylbenzamide hydrochloride